2,6-difluoro-4-((S)-3-(methyl((S)-tetrahydrofuran-3-yl)amino)-3-(3-(trifluoromethyl)-phenethyl)piperidin-1-yl)-N-(pyrimidin-4-yl)benzenesulfonamide FC1=C(C(=CC(=C1)N1C[C@@](CCC1)(CCC1=CC(=CC=C1)C(F)(F)F)N([C@@H]1COCC1)C)F)S(=O)(=O)NC1=NC=NC=C1